(3R)-1-(3-chlorophenyl)-N-((1R,2R,4S)-7-cyano-7-azabicyclo[2.2.1]heptan-2-yl)-3-pyrrolidinecarboxamide ClC=1C=C(C=CC1)N1C[C@@H](CC1)C(=O)N[C@H]1[C@H]2CC[C@@H](C1)N2C#N